ethyl-3-aminospiro[cyclohexane-1,1'-inden] C(C)C=1C2(C3=CC=CC=C3C1)CC(CCC2)N